3-bromo-9,9-dimethyl-N-phenyl-9H-fluoren-2-amine BrC=1C(=CC=2C(C3=CC=CC=C3C2C1)(C)C)NC1=CC=CC=C1